6-(2,5-dimethoxyfurfurylamino)-9-β-D-arabinofuranosylpurine COC1(CNC2=C3N=CN(C3=NC=N2)[C@H]2[C@@H](O)[C@H](O)[C@H](O2)CO)CC=C(O1)OC